OC1=CC=CC2=C(C=CC=C12)O 1,5-dihydroxy-naphthalin